C(C)OC(C=C(N1CCCC1)C1CC1)=O 3-cyclopropyl-3-(pyrrolidin-1-yl)acrylic acid ethyl ester